4-(2-amino-3-((3,4-difluorobenzyl)amino)phenyl)piperazine-1-carboxylic acid tert-butyl ester C(C)(C)(C)OC(=O)N1CCN(CC1)C1=C(C(=CC=C1)NCC1=CC(=C(C=C1)F)F)N